NC=1C(=CC(=C(C1)C1=NO[C@](C1)(C(=O)[O-])C)Cl)F (R)-3-(5-amino-2-chloro-4-fluorophenyl)-5-methyl-4,5-dihydro-5-isoxazolecarboxylate